C1(=CC=CC=C1)[C@@H]1[C@@H](C)O1 (1R,2R)-1-phenyl propylene oxide